CN1N=CC(=C1OCCCO)C=1C=C2C(=CN1)N(N=C2C=C)C2OCCCC2 3-[2-methyl-4-(1-tetrahydropyran-2-yl-3-vinyl-pyrazolo[3,4-c]pyridin-5-yl)pyrazol-3-yl]oxypropan-1-ol